ClC1=C2N(C(C(=C1)NC1=NC=NC3=C1N=NC=C3)=O)C(NC2=O)(C)C 8-chloro-3,3-dimethyl-6-(pyrimido[5,4-c]pyridazin-8-ylamino)-2,3-dihydroimidazo[1,5-a]pyridine-1,5-dione